6-Chloro-N-(2-fluoro-4-(2-(1-methyl-1H-pyrazol-4-yl)-3H-imidazo[4,5-b]pyridin-7-yl)benzyl)-[1,2,4]triazolo[4,3-a]pyridin-3-amine ClC=1C=CC=2N(C1)C(=NN2)NCC2=C(C=C(C=C2)C2=C1C(=NC=C2)NC(=N1)C=1C=NN(C1)C)F